C1(CC1)N1C([C@H]2N[C@@H](C1)C2)=O (1S,5R)-3-cyclopropyl-3,6-diazabicyclo[3.1.1]heptan-2-one